isopropyl (4-(5-(4-(3-benzoylureido)-2-(N-(tert-butyl)sulfamoyl)phenyl)thiazol-2-yl)bicyclo[2.2.2]octan-1-yl)carbamate C(C1=CC=CC=C1)(=O)NC(NC1=CC(=C(C=C1)C1=CN=C(S1)C12CCC(CC1)(CC2)NC(OC(C)C)=O)S(NC(C)(C)C)(=O)=O)=O